(S)-2-(3,4-dimethylpiperazin-1-yl)nicotinonitrile C[C@H]1CN(CCN1C)C1=C(C#N)C=CC=N1